3-fluoro-2,6-dimethoxybenzenesulfonyl chloride FC=1C(=C(C(=CC1)OC)S(=O)(=O)Cl)OC